O(C1=CC=CC=C1)P(C1=CCC(CN1C(=O)OC(C)(C)C)C)OC1=CC=CC=C1 tert-butyl 6-(diphenoxyphosphino)-3-methyl-3,4-dihydropyridine-1(2H)-carboxylate